thiophenoxyphenyldiphenylsulfonium S1C(=CC=C1)OC1=C(C=CC=C1)[S+](C1=CC=CC=C1)C1=CC=CC=C1